α-fluoropropionic acid FC(C(=O)O)C